N-(But-3-en-1-yl)-4-chloro-N-methyl-6-oxo-1,6-dihydropyridine-3-carboxamide C(CC=C)N(C(=O)C1=CNC(C=C1Cl)=O)C